ClC1=C(C=CC=C1C1=C(C(=NC=C1)Cl)Cl)NC(=O)C=1N(C2=C(CN(CC2)CCCF)N1)C N-(2-chloro-3-(2,3-dichloropyridin-4-yl)phenyl)-5-(3-fluoropropyl)-1-methyl-4,5,6,7-tetrahydro-1H-imidazo[4,5-c]pyridine-2-carboxamide